ClC1=CC(=C(C=C1CC)NCCOCC1CCN(CC1)C(=O)OC(C)(C)C)[N+](=O)[O-] tert-butyl 4-((2-((4-chloro-5-ethyl-2-nitrophenyl)amino)ethoxy)methyl)piperidine-1-carboxylate